tert-Butyl 1-((3-((5-(methylthio)-1,3,4-thiadiazol-2-yl)carbamoyl)benzo[c]isoxazol-5-yl)methyl)-4-oxo-1,4-dihydroquinoline-3-carboxylate CSC1=NN=C(S1)NC(=O)C1=C2C(=NO1)C=CC(=C2)CN2C=C(C(C1=CC=CC=C21)=O)C(=O)OC(C)(C)C